C(C#C)N1C(C=NC2=CC=CC=C12)=O 1-propargyl-2(1H)-quinoxalinone